(4-((2-aminomethyl-3-fluoroallyl)oxy)-3-fluorophenyl)-(5-chloro-3,4-dihydroisoquinolin-2(1H)-yl)methanone trifluoroacetate FC(C(=O)O)(F)F.NCC(COC1=C(C=C(C=C1)C(=O)N1CC2=CC=CC(=C2CC1)Cl)F)=CF